CS(=O)(=O)C1=CC=C(CNC2=CC(=C(C=C2)C)C2=NOC(=N2)C(C)C2=CC=CC3=CC=CC=C23)C=C1 N-(4-methanesulfonyl-benzyl)-4-methyl-3-(5-(1-(naphthalen-1-yl)ethyl)-1,2,4-oxadiazol-3-yl)aniline